N-(5,6-dichloro-3-pyridinyl)acetamide (1-benzyl-2-hydroxy-ethyl)carbamate C(C1=CC=CC=C1)C(CO)NC(O)=O.ClC=1C=C(C=NC1Cl)NC(C)=O